benzyl N-[3-[5-chloro-7-(2-chloropyrimidin-4-yl)benzimidazol-1-yl]propyl]-N-methyl-carbamate ClC1=CC2=C(N(C=N2)CCCN(C(OCC2=CC=CC=C2)=O)C)C(=C1)C1=NC(=NC=C1)Cl